C1=C(C=CC2=CC=CC=C12)C(=O)N[C@@H](C(=O)N1[C@@H](C[C@@H](C1)N1N=NC=C1C(C)(C)O)C(=O)NC(CNC(OCC1=CC=CC=C1)=O)C(C(=O)N)=O)CC1CCCCC1 benzyl (2-((2S,4S)-1-((R)-2-(2-naphthamido)-3-cyclohexylpropanoyl)-4-(5-(2-hydroxypropan-2-yl)-1H-1,2,3-triazol-1-yl)pyrrolidine-2-carboxamido)-4-amino-3,4-dioxobutyl)carbamate